(S)-4-(2-amino-3-phenylpropionamido)-N-tert-butylbenzoamide hydrochloride Cl.N[C@H](C(=O)NC1=CC=C(C(=O)NC(C)(C)C)C=C1)CC1=CC=CC=C1